1,3-diethylimidazolium hydrogen carbonate C(O)([O-])=O.C(C)N1C=[N+](C=C1)CC